Ethyl 1-((tert-butoxycarbonyl)amino)-3-oxocyclobutane-1-carboxylate C(C)(C)(C)OC(=O)NC1(CC(C1)=O)C(=O)OCC